Pyridin-3-ylmethyl-(3,7,11-trimethyl-dodeca-2,6,10-trienyl)-amine N1=CC(=CC=C1)CNCC=C(CCC=C(CCC=C(C)C)C)C